2',6-dimethoxy-[3,4'-bipyridin] COC1=NC=CC(=C1)C=1C=NC(=CC1)OC